C(#N)CC(N1N=CC(=C1)C=1C2=C(N=CN1)NC=C2)C=2C=C(C=CC2)S(=O)(=O)NC2=CC=CC=C2 3-{2-cyano-1-[4-(7H-pyrrolo-[2,3-d]pyrimidin-4-yl)-1H-pyrazol-1-yl]ethyl}-N-phenylbenzenesulfonamide